Trans-3-((4-(4-((((R)-1-(2-chlorophenyl)ethoxy)carbonyl)amino)-3-methylisoxazol-5-yl)phenyl)carbamoyl)-2,2-difluorocyclopropane-1-carboxylic acid ClC1=C(C=CC=C1)[C@@H](C)OC(=O)NC=1C(=NOC1C1=CC=C(C=C1)NC(=O)[C@@H]1C([C@H]1C(=O)O)(F)F)C